ClC1=COC=C1Cl 3,4-dichlorofuran